2-[1-[(2,3-difluorophenyl)methyl]-5-oxopyrrolidin-2-yl]-N-[2-(4-methylphenyl)ethyl]acetamid FC1=C(C=CC=C1F)CN1C(CCC1=O)CC(=O)NCCC1=CC=C(C=C1)C